tert-butyl 5-[5-[[4-methyl-6-(methylamino)pyrimidin-2-yl]amino]-2,3-dihydrobenzofuran-7-yl]-3,3a,4,5,6,6a-hexahydro-1H-cyclopenta[c]pyrrole-2-carboxylate CC1=NC(=NC(=C1)NC)NC=1C=C(C2=C(CCO2)C1)C1CC2C(CN(C2)C(=O)OC(C)(C)C)C1